CC1(C(CCC1=O)=O)C#CCC1=CC=CC=C1 2-methyl-2-(3-phenylpropynyl)-1,3-cyclopentanedione